N[C@H](C1=NC2=C(N1)C=CC(=C2F)C=2C=NC=CC2C(=O)NCCCCl)C2CCC(CC2)C 3-{2-[(S)-amino(4-methylcyclohexyl)methyl]-4-fluoro-1H-benzimidazol-5-yl}-N-(3-chloropropyl)pyridine-4-carboxamide